OCC(C)(C)C1=CC=C(C=C1)NC(C1=C(C=CC(=C1)[N+](=O)[O-])SC1=NN=NN1C)=O N-[4-(1-hydroxy-2-methylpropan-2-yl)phenyl]-2-[(1-methyl-1H-tetrazol-5-yl)sulfanyl]-5-nitrobenzamide